3-(4-((6-fluorobenzo[d]thiazol-5-yl)amino)thieno[2,3-b]pyridin-2-yl)-2,2-dimethyl-2,5-dihydro-1H-pyrrole-1-carboxylic acid tert-butyl ester C(C)(C)(C)OC(=O)N1C(C(=CC1)C1=CC=2C(=NC=CC2NC=2C(=CC3=C(N=CS3)C2)F)S1)(C)C